C[Si](N([Si](C)(C)C)CC1=CC=C(C=C)C=C1)(C)C 4-[N,N-di(trimethylsilyl)aminomethyl]-styrene